3-(1-methyl-7-(piperidin-4-yloxy)-1H-indazol-3-yl)piperidine-2,6-dione hydrochloride Cl.CN1N=C(C2=CC=CC(=C12)OC1CCNCC1)C1C(NC(CC1)=O)=O